IC1=CC2=C(C=3N(CCO2)C=C(N3)N3C(OC[C@H]3C)=O)C=C1 (R)-3-(9-iodo-5,6-dihydrobenzo[f]imidazo[1,2-d][1,4]oxazepine-2-Yl)-4-methyl-oxazolidin-2-one